N-(4-((4-Acetamidobenzyl)amino)-2-amino-3-fluorophenyl)heptanamid C(C)(=O)NC1=CC=C(CNC2=C(C(=C(C=C2)NC(CCCCCC)=O)N)F)C=C1